FC=1C=C2NCC(NC2=CC1OC)=O 6-fluoro-7-methoxy-3,4-dihydroquinoxalin-2(1H)-one